BrC1=C(C=C(C=C1COC)COC)C(\C=C\C1=CC(=C(C=C1)COC)OC)=O 1-(2-bromo-3,5-dimethoxymethylphenyl)-3-(3-methoxy-4-methoxymethylphenyl)-(2E)-2-propen-1-one